2-methyl-2-ethyl-1,3-propylene 2,5-dimethylterephthalate CC1=C2C(=O)OCC(COC(C(=C1)C(=C2)C)=O)(CC)C